1,3-difluoro-5-propylbenzene FC1=CC(=CC(=C1)CCC)F